C(#N)[C@H]1N(CSC1)C(CNC(=O)C1=CC=NC2=CC=CC=C12)=O (R)-N-(2-(4-cyanothiazolidin-3-yl)-2-oxoethyl)quinoline-4-carboxamide